FC(C(=O)O)(F)F.FC(CN1C(NC(C1)=O)=O)(F)F 1-(2,2,2-trifluoroethyl)imidazoline-2,4-dione trifluoroacetate